3-pentyldecyl 6-((tert-butyldimethylsilyl)oxy)-7-((3-((4-methoxyphenyl)diphenylmethoxy)propyl)(7-oxo-7-((3-pentyldecyl)oxy)heptyl)amino)heptanoate [Si](C)(C)(C(C)(C)C)OC(CCCCC(=O)OCCC(CCCCCCC)CCCCC)CN(CCCCCCC(OCCC(CCCCCCC)CCCCC)=O)CCCOC(C1=CC=CC=C1)(C1=CC=CC=C1)C1=CC=C(C=C1)OC